CN1N=NC2=C1C=CC(=C2C)[C@H](CC(=O)O)C=2C=C(C1=C(C=CS1)C2)CN2S(C1=C(O[C@@H](C2)CC)N=C(C=C1)OCC)(=O)=O (3R)-3-(1,4-dimethyl-1H-benzotriazol-5-yl)-3-(7-{[(4R)-7-ethoxy-4-ethyl-1,1-dioxo-3,4-dihydro-2H-pyrido[2,3-b][1,4,5]oxathiazepin-2-yl]methyl}-1-benzothien-5-yl)propionic acid